3-(4-amino-3-methoxyphenoxy)propan-1-sulfonic acid NC1=C(C=C(OCCCS(=O)(=O)O)C=C1)OC